C1(=CC=CC=C1)C1(CC=C2C(SC3=C2C=CC(=C3)NC3=CC=CC=C3)=C1)NC1=CC=CC=C1 3,N3,N7-triphenyldibenzo[b,d]thiophene-3,7-diamine